5-((3-(4-chlorophenyl)-1,2,4-oxadiazol-5-yl)amino)-N'-hydroxypyrazine-2-carboxamidine ClC1=CC=C(C=C1)C1=NOC(=N1)NC=1N=CC(=NC1)C(=NO)N